(S)-2-amino-3-(7-chlorobenzo[d]oxazol-2-yl)-N-(1-cyanocyclopropyl)propenamide NC(C(=O)NC1(CC1)C#N)=CC=1OC2=C(N1)C=CC=C2Cl